4-(((5-(2-(Ethyl(isopropyl)carbamoyl)-4-fluorophenoxy)pyrimidin-4-yl)amino)methyl)piperidine C(C)N(C(=O)C1=C(OC=2C(=NC=NC2)NCC2CCNCC2)C=CC(=C1)F)C(C)C